[O-2].[O-2].[Ti+4].[Ti+4].[Ti+4] trititanium dioxide